CC(C(=O)[O-])(C)C.C(CCC)[N+](CC1=CC=C(C=C1)OC)(CCCC)CCCC N,N,N-tributyl-N-(4-methoxybenzyl)ammonium trimethyl-acetate